cis-3-amino-2-((6-chloropyridin-3-yl)methyl)piperidine-1-carboxylic acid tert-butyl ester C(C)(C)(C)OC(=O)N1[C@H]([C@H](CCC1)N)CC=1C=NC(=CC1)Cl